1-[1,3-bis(octahydro-1H-inden-2-yl)propan-2-yl] 9-pentadecan-8-yl 5-oxononanedioate O=C(CCCC(=O)OC(CC1CC2CCCCC2C1)CC1CC2CCCCC2C1)CCCC(=O)OC(CCCCCCC)CCCCCCC